BrC1=CC2=C(C=C(O2)CCO)C=C1 2-(6-bromo-1-benzofuran-2-yl)ethan-1-ol